BOC-3-aminoadipic acid CC(C)(C)OC(=O)NC(CCC(=O)O)CC(=O)O